N-[1-(hydroxymethyl)cyclopropyl]-4H,5H,6H,7H-pyrazolo[1,5-a]pyrazine-3-carboxamide hydrochloride Cl.OCC1(CC1)NC(=O)C=1C=NN2C1CNCC2